C(C)(C)(C)OC(=O)N1CCC2(CC(C2)=CC=2C(=NOC2C2CC2)C2=C(C=CC=C2C=C)C=C)CC1 2-((5-cyclopropyl-3-(3,5-divinylbenzene-4-yl)isoxazol-4-yl)methylene)-7-azaspiro[3.5]Nonane-7-carboxylic acid tert-butyl ester